tert-Butyl 4-(4-((2-Oxo-1,2-dihydrobenzo[cd]indol-6-yl)methyl)-1H-pyrazol-1-yl)piperidine-1-carboxylate O=C1NC2=CC=C(C=3C2=C1C=CC3)CC=3C=NN(C3)C3CCN(CC3)C(=O)OC(C)(C)C